4-(6-nitrothiazolo[4,5-b]pyridin-2-yl)morpholine [N+](=O)([O-])C=1C=C2C(=NC1)N=C(S2)N2CCOCC2